CN(C)CC1(CC1)COC=1N=C(C2=C(N1)CN(CC2)C2=CC=CC1=CC=CC(=C21)CC)N2CC(CCC2)C2=NN(C(=N2)N)C 3-(1-(2-((1-((dimethylamino)methyl)cyclopropyl)methoxy)-7-(8-ethylnaphthalen-1-yl)-5,6,7,8-tetrahydropyrido[3,4-d]pyrimidin-4-yl)piperidin-3-yl)-1-methyl-1H-1,2,4-triazol-5-amine